N1(CCCCC1)CCOC1=CC=C(C=C1)C1=NOC(=N1)C1=C(C2=CC=CC=C2C=C1)N (3-(4-(2-(piperidin-1-yl)ethoxy)phenyl)-1,2,4-oxadiazol-5-yl)naphthalen-1-amine